C(C)SC=1OC2=C(C=C(C=C2C(C1C)=O)C)[C@H](C)O 2-ethylsulfanyl-8-[(1S)-1-hydroxyethyl]-3,6-dimethyl-chromen-4-one